N[S@@](=NC(CC=1C(=C2COCC2=CC1CC)C(C)C)=O)(=O)C1=CN=C(S1)C(C)(C)O (S)-N-(amino(2-(2-hydroxypropan-2-yl)thiazol-5-yl)(oxo)-λ6-sulfaneylidene)-2-(6-ethyl-4-isopropyl-1,3-dihydroisobenzofuran-5-yl)acetamide